N-(4-(benzo[d]thiazol-2-yl)phenyl)-4-propionamidobutanamide S1C(=NC2=C1C=CC=C2)C2=CC=C(C=C2)NC(CCCNC(CC)=O)=O